ClC1=NC2=CC=CC=C2C(=N1)C1=CC=CC2=CC=CC=C12 2-chloro-4-alpha-naphthylquinazoline